2-(2-fluorophenyl)-5-(chloromethyl)-1,3,4-oxadiazole FC1=C(C=CC=C1)C=1OC(=NN1)CCl